(terphenylyl)[(phenyl)(biphenylyl)triazinyl]Dibenzoselenophene C1(=C(C=CC=C1)C1=C(C2=C([Se]C3=C2C=CC=C3)C=C1)C1=NN=NC(=C1C1=C(C=CC=C1)C1=CC=CC=C1)C1=CC=CC=C1)C=1C(=CC=CC1)C1=CC=CC=C1